FC=1C=C(C=C(C1O)C=O)C(=O)NC=1SC(=CN1)C1=CC=C(C=C1)N1CCCC1 3-fluoro-5-formyl-4-hydroxy-N-(5-(4-(pyrrolidin-1-yl)phenyl)thiazol-2-yl)benzeneFormamide